C(C)(C)(C)OC(=O)NC1=C(C=NN1C)C1=NC=C(C(=N1)C)O[C@@H]1C[C@H](CCC1)C(=O)OC(C)C Isopropyl (1S,3S)-3-((2-(5-((tert-butoxycarbonyl)amino)-1-methyl-1H-pyrazol-4-yl)-4-methylpyrimidin-5-yl)oxy)cyclohexane-1-carboxylate